2'-Deoxy-N6-methyladenosine 3',5'-bisphosphate tetrasodium salt CNC1=C2C(=NC=N1)N(C=N2)[C@H]3C[C@@H]([C@H](O3)COP(=O)([O-])[O-])OP(=O)([O-])[O-].[Na+].[Na+].[Na+].[Na+]